N-[(1S)-2-hydroxy-1-phenylethyl]-1H-1,2,3-triazole-4-carboxamide OC[C@H](C1=CC=CC=C1)NC(=O)C=1N=NNC1